nickel 2-amino-5-methylbenzenesulfonate NC1=C(C=C(C=C1)C)S(=O)(=O)[O-].[Ni+2].NC1=C(C=C(C=C1)C)S(=O)(=O)[O-]